(16R)-13-ethyl-8-methoxy-12,16-bis(trifluoromethyl)-12,13,15,16,17,18,19,20-octahydro-14H-6,22-(azeno)-11,7-(metheno)imidazo[2,1-c][1,4,10,13,15]oxatetra-azacycloicosin-14-one C(C)N1C(C=2N=CC(=C(C3=CN4C(C(OCCCC[C@@H](NC1=O)C(F)(F)F)=N3)=NC=C4)C2)OC)C(F)(F)F